tert-Butyl ((1-(hydroxymethyl)-4-(methylsulfonyl)cyclohexyl)methyl)carbamate OCC1(CCC(CC1)S(=O)(=O)C)CNC(OC(C)(C)C)=O